FC=1C=C(C=C(C1OC1=CC=NC2=CC(=C(C=C12)OC)OCCO)F)NC(=O)C=1C=NC=CC1OC N-(3,5-difluoro-4-{[7-(2-hydroxyethoxy)-6-methoxyquinolin-4-yl]oxy}phenyl)-4-methoxypyridine-3-carboxamide